diphenyl (aminooxy)phosphonate NOP(OC1=CC=CC=C1)(OC1=CC=CC=C1)=O